N1(C=NC=C1)C=1C=C(C=C(C1)C(F)(F)F)NC(C1=CC(=C(C=C1)C)C#CC=1C=NC(=NC1)NC1CC1)=O N-(3-(1H-imidazol-1-yl)-5-(trifluoromethyl)phenyl)-3-(2-(2-(cyclopropylamino)pyrimidin-5-yl)ethynyl)-4-methylbenzamide